6-(4-((4-isopropylpiperazin-1-yl)methyl)phenyl)-4-methoxy-1-methyl-2-(4-(methylsulfonyl)phenyl)-1H-pyrrolo[3,2-c]pyridine C(C)(C)N1CCN(CC1)CC1=CC=C(C=C1)C1=CC2=C(C(=N1)OC)C=C(N2C)C2=CC=C(C=C2)S(=O)(=O)C